5-(4-(Hexyloxy)-1,2,5-thiadiazol-3-yl)-1-(1-(2-(2-(isobutyryloxy)phenyl)acetoxy)ethyl)-1-methyl-1,2,3,6-tetrahydropyridin-1-ium iodide [I-].C(CCCCC)OC=1C(=NSN1)C1=CCC[N+](C1)(C)C(C)OC(CC1=C(C=CC=C1)OC(C(C)C)=O)=O